ClC1=CC(=C(COC2=CC=CC(=N2)C2=CC=C(CC3=NC4=C(N3CC3COCC3)C=C(C=C4)C(=O)OC)C=C2)C=C1)F methyl 2-(4-(6-((4-chloro-2-fluorobenzyl) oxy) pyridin-2-yl) benzyl)-1-((tetrahydrofuran-3-yl) methyl)-1H-benzo[d]imidazole-6-carboxylate